C(#N)CN1CC(C1)C#CC1=CC2=C(OC[C@@H](C(N2C)=O)NC(C(=O)N[C@H](C)C2=CC=CC=C2)=O)C=C1 N1-((S)-7-((1-(cyanomethyl)azetidin-3-yl)ethynyl)-5-methyl-4-oxo-2,3,4,5-tetrahydrobenzo[b][1,4]oxazepin-3-yl)-N2-((R)-1-phenylethyl)oxalamide